ClC=1C(=NC(=NC1)N1C[C@@H](C(CC1)(F)F)CO)S(=O)(=O)C (R)-(1-(5-chloro-4-(methylsulfonyl)pyrimidin-2-yl)-4,4-difluoropiperidin-3-yl)methanol